FC1=C(C=C(C(=C1)F)F)CC(CC)N 1-(2,4,5-trifluorophenyl)-butan-2-amine